4,4'-dipropoxyazobenzene C(CC)OC1=CC=C(C=C1)N=NC1=CC=C(C=C1)OCCC